O=CCCSC1=CC=C(C=C1)NC(C)=O N-(4-[(3-OXOPROPYL)SULFANYL]PHENYL)ACETAMIDE